3-[[6-[3-(Difluoromethyl)-4-fluoro-phenyl]pyrazin-2-yl]methyl]-5,5-dimethyl-oxazolidin-2-one FC(C=1C=C(C=CC1F)C1=CN=CC(=N1)CN1C(OC(C1)(C)C)=O)F